CC1(CN(C1)CCNC(=O)C=1C=C(C(=NC1)C)NC(=O)C=1C=NN2C1SC(=C2)C=2N=CN(C2)C)C N-(5-((2-(3,3-dimethylazetidin-1-yl)ethyl)carbamoyl)-2-methylpyridin-3-yl)-2-(1-methyl-1H-imidazol-4-yl)pyrazolo[5,1-b]thiazole-7-carboxamide